1-methyl-1H-pyridine CN1CC=CC=C1